5-((4-(4-((3r,5r,7r)-adamantan-1-yl)phenyl)piperazin-1-yl)methyl)-2-(2,6-dioxopiperidin-3-yl)isoindoline-1,3-dione C12(CC3CC(CC(C1)C3)C2)C2=CC=C(C=C2)N2CCN(CC2)CC=2C=C3C(N(C(C3=CC2)=O)C2C(NC(CC2)=O)=O)=O